bromo-N-(3-buten-1-yl)-N-ethylpyridinamide BrC=1C(=NC=CC1)C(=O)N(CC)CCC=C